2-(azidomethyl)-4-bromo-1-methylsulfinyl-benzene N(=[N+]=[N-])CC1=C(C=CC(=C1)Br)S(=O)C